2,4-dihydroxy-6-nitrobenzophenone OC1=C(C(=O)C2=CC=CC=C2)C(=CC(=C1)O)[N+](=O)[O-]